[2-[9-(3-hydroxypropyl)-11-methyl-1,9-diazatricyclo[6.3.1.04,12]dodeca-2,4(12),5,7-tetraen-2-yl]-7-methoxy-1-methyl-benzimidazol-5-yl]methanone OCCCN1C2=CC=CC=3C=C(N(C(C1)C)C32)C3=NC2=C(N3C)C(=CC(=C2)C=O)OC